COC(C(C(F)(F)F)(C)NC(=O)OC(C)(C)C)=O 2-((tert-butyloxycarbonyl)amino)-3,3,3-trifluoro-2-methylpropanoic acid methyl ester